C(C)OC1=CN=CC(=N1)C1=NN=C(O1)C(=O)OCC ethyl 5-(6-ethoxypyrazin-2-yl)-1,3,4-oxadiazole-2-carboxylate